(R)-N-(2-cyano-4-morpholinophenyl)-5-(piperidin-3-ylamino)pyrazolo[1,5-a]pyrimidine-3-carboxamide trifluoroacetate salt FC(C(=O)O)(F)F.C(#N)C1=C(C=CC(=C1)N1CCOCC1)NC(=O)C=1C=NN2C1N=C(C=C2)N[C@H]2CNCCC2